1-(4-methoxy-1,3-benzodioxolan-5-yl)propan-2-amine COC1=C(C=CC=2OCOC21)CC(C)N